ClC1=CC2=C(C3=C(CN=C2C2=C(C=CC=C2OC)F)C=NC(=N3)NC3=CC(=C(C(=O)O)C=C3)OC)C=C1 4-{[9-chloro-7-(2-fluoro-6-methoxyphenyl)-5H-pyrimido[5,4-d][2]benzazepine-2-Yl]amino}-2-methoxybenzoic acid